methyl 1-methyl-3-sulfamoyl-1H-pyrazole-5-carboxylate CN1N=C(C=C1C(=O)OC)S(N)(=O)=O